O1COC2=C1C=CC(=C2)C(C(C(=O)OC)C)C2=CC1=CC(=CC=C1C=C2)OCC(=O)NC2CCCCCC2 Methyl 3-(benzo[d][1,3]dioxol-5-yl)-3-(7-(2-(cycloheptylamino)-2-oxoethoxy)naphthalen-2-yl)-2-methylpropanoate